C(C)(C)(C)[Si](O[C@@](CC(=O)O)(C)C1=CC=CC=C1)(C)C (R)-3-((tert-butyl-dimeth-ylsilyl)oxy)-3-phenylbut-anoic acid